NCCC(CCN)CCN 1,1,1-tris(2-aminoethyl)methane